C(C)(C)(C)N([Si](N(C(C)(C)C)C(C)(C)C)(N(C(C)(C)C)C(C)(C)C)N(C(C)(C)C)C(C)(C)C)C(C)(C)C octa-tert-butylsilanetetraamine